2-methyl-4,6-bis[bis(p-fluorophenyl)methyl]aniline bis(1,2,2,6,6-pentamethyl-4-piperidinyl)sebacate CN1C(CC(CC1(C)C)OC(CCCCCCCCC(=O)OC1CC(N(C(C1)(C)C)C)(C)C)=O)(C)C.CC1=C(N)C(=CC(=C1)C(C1=CC=C(C=C1)F)C1=CC=C(C=C1)F)C(C1=CC=C(C=C1)F)C1=CC=C(C=C1)F